phenylalaninol N[C@@H](CC1=CC=CC=C1)CO